C(CC[C@@H](C(=O)O)NC(=O)C1=CC=C(NCC2=CN=C3N=C(N)NC(=O)C3=N2)C=C1)(=O)O.C1(CCCCC1)(N)N cyclohexanediamine folate